NC(C(=O)O)CC1=CC(=C(C(=C1)I)OC1=CC(=C(C(=C1)I)O)I)I 2-amino-3-[4-(4-hydroxy-3,5-diiodophenoxy)-3,5-diiodophenyl]propanic acid